C(#N)C(=CC1=CC=CC=C1)C#N dicyanostyrene